isopropyl (S)-6-diazo-2-((S)-2-isopropoxy-3-methylbutanamido)-5-oxohexanoate [N+](=[N-])=CC(CC[C@@H](C(=O)OC(C)C)NC([C@H](C(C)C)OC(C)C)=O)=O